ethyl 2-((1R,3s,5S)-8-(1-(2,6-bis(benzyloxy)pyridin-3-yl)-3-methyl-2-oxo-2,3-dihydro-1H-benzo[d]imidazol-5-yl)-8-azabicyclo[3.2.1]octan-3-yl)acetate C(C1=CC=CC=C1)OC1=NC(=CC=C1N1C(N(C2=C1C=CC(=C2)N2[C@H]1CC(C[C@@H]2CC1)CC(=O)OCC)C)=O)OCC1=CC=CC=C1